1-((2-iodo-2-phenylvinyl)sulfonyl)-4-methylbenzene IC(=CS(=O)(=O)C1=CC=C(C=C1)C)C1=CC=CC=C1